4-(4-cyano-2-methoxyphenyl)-5-ethoxy-N-(4-methoxybenzyl)-2,8-dimethyl-1,4-dihydro-1,6-naphthyridine-3-carboxamide C(#N)C1=CC(=C(C=C1)C1C(=C(NC2=C(C=NC(=C12)OCC)C)C)C(=O)NCC1=CC=C(C=C1)OC)OC